C(C1=CC(O)=C(O)C(O)=C1)(=O)O galloic acid